Stearylerucamid C(CCCCCCCCCCCCCCCCC)C(C(=O)N)CCCCCCCCCC\C=C/CCCCCCCC